C(=O)(OC(C)(C)C)NCC(CO)O N-Boc-2,3-dihydroxypropylamine